C(C)(C)(C)NC1=NC=2C=C(C=CC2C=2N1C=C(N2)C)C(=O)O 5-(tert-butylamino)-2-methylimidazo[1,2-c]quinazoline-8-carboxylic acid